BrC1=CC=CC(=N1)OCC=1SC(=NN1)Cl 2-[(6-bromo-2-pyridyl)oxymethyl]-5-chloro-1,3,4-thiadiazole